C1(CC1)CC=1SC(=CN1)C(=O)O 2-(cyclopropylmethyl)-1,3-thiazole-5-carboxylic acid